C(C)(C)(CCC)C1=C(C2=NC3=CC=CC=C3N=C2C=C1)C(C)(C)CCC di-tert-hexylphenazine